6-(6,7-dimethoxy-3-oxo-1,3-dihydronaphtho[2,3-c]furan-4-yl)benzo[d][1,3]dioxol-5-yl L-isoleucinate N[C@@H]([C@@H](C)CC)C(=O)OC1=CC2=C(OCO2)C=C1C1=C2C=C(C(=CC2=CC=2COC(C21)=O)OC)OC